O=S1(N(CCCC1)[C@@H]1CC(CN(C1)C(=O)OC1=CC=C(C=C1)OC(F)(F)F)(F)F)=O 4-(trifluoromethoxy)phenyl (5R)-5-(1,1-dioxo-1λ6,2-thiazinan-2-yl)-3,3-difluoropiperidine-1-carboxylate